C(C=C)(=O)OCCC1=CC=C(C=C1)NC1=CC=C(C=2C(C3=CC=CC=C3C(C12)=O)=O)NC1=CC=C(C=C1)CCOC(C=C)=O (((9,10-dioxo-9,10-dihydroanthracene-1,4-diyl)bis(azanediyl))bis(4,1-phenylene))bis(ethane-2,1-diyl) diacrylate